(3S,4S)-3-(4-((2-ethoxyethyl)amino)-2-fluoro-5-nitrobenzamido)-4-fluoropiperidine-1-carboxylic acid tert-butyl ester C(C)(C)(C)OC(=O)N1C[C@@H]([C@H](CC1)F)NC(C1=C(C=C(C(=C1)[N+](=O)[O-])NCCOCC)F)=O